O1COC2=C1C=CC(=C2)C(C(C(=O)O)(C)C)C2=CC1=CC(=CC=C1C=C2)OCC(=O)NC2CCCCCC2 3-(benzo[d][1,3]dioxol-5-yl)-3-(7-(2-(cycloheptylamino)-2-oxoethoxy)naphthalen-2-yl)-2,2-dimethylpropanoic acid